CC(C=C)(CC\C=C(\CCC=C(C)C)/C)O (E)-3,7,11-Trimethyl-1,6,10-dodecatrien-3-ol